OP(O)(=O)OP(=O)(O)O.C1(=CC=CC=C1)C1=C(C(=C(C(=C1O)C1=CC=CC=C1)C1=CC=CC=C1)C(C)(C)C1=CC=C(C=C1)O)C1=CC=CC=C1 tetraphenylbisphenol A diphosphate